NC1=NC(=NN1)CCCCCC1=NNC(=N1)N 3,3'-pentamethylenebis(5-amino-1,2,4-triazole)